pyrazolo[3,4-b]indol N1=NC=C2C1=NC1=CC=CC=C21